C(C)Cl.[Zn] Zinc ethyl chloride